FC1=C(C(=CC=C1)C)C=1C=C(C=2C=C(N=CC2C1)N)NC1CCNCC1 7-(2-Fluoro-6-methyl-phenyl)-N5-(4-piperidyl)isoquinoline-3,5-diamine